(S)-4-methyl-N-((S)-1-(((S)-4-methyl-1-((R)-2-methyloxiran-2-yl)-1-oxopentan-2-yl)amino)-1-oxo-3-phenylpropan-2-yl)-2-((S)-2-(2-morpholinoacetamido)-4-phenylbutanamido)pentanamide CC(C[C@@H](C(=O)N[C@H](C(=O)N[C@H](C(=O)[C@@]1(OC1)C)CC(C)C)CC1=CC=CC=C1)NC([C@H](CCC1=CC=CC=C1)NC(CN1CCOCC1)=O)=O)C